2-(8-fluoro-4-{[(2S)-2-hydroxypropyl]amino}pyrrolo[1,2-d][1,2,4]triazin-1-yl)-5-(trifluoromethyl)phenol FC=1C=CN2C(=NN=C(C21)C2=C(C=C(C=C2)C(F)(F)F)O)NC[C@H](C)O